C(C)(=O)N1CC2(C1)CC(C2)N2N=CC1=CC(=C(C=C21)C=2C=1C=NN(C1C=CC2)CC(=O)NCC(=O)NCC(=O)O)F 2-{2-[2-(1'-{2-acetyl-2-azaspiro[3.3]heptan-6-yl}-5'-fluoro-1H,1'H-[4,6'-biindazol]-1-yl)acetamido]acetamido}acetic acid